tert-butyl (R)-2-(3,3,3-trifluoro-2-hydroxy-2-methylpropanoyl)hydrazine-1-carboxylate FC([C@](C(=O)NNC(=O)OC(C)(C)C)(C)O)(F)F